butyl-diphenylamine C(CCC)N(C1=CC=CC=C1)C1=CC=CC=C1